6-(4-isopropyl-1'-(piperidin-4-yl)-1H,1'H-[3,4'-bipyrazole]-5-yl)-8-methyl-[1,2,4]triazolo[1,5-a]pyridine C(C)(C)C=1C(=NNC1C=1C=C(C=2N(C1)N=CN2)C)C=2C=NN(C2)C2CCNCC2